3-(3-(tert-butyl)-5-((2-((3,5-di-tert-butyl-4-hydroxyphenyl)thio)propan-2-yl)thio)-2-hydroxyphenyl)-3-methylbutyl alaninate N[C@@H](C)C(=O)OCCC(C)(C)C1=C(C(=CC(=C1)SC(C)(C)SC1=CC(=C(C(=C1)C(C)(C)C)O)C(C)(C)C)C(C)(C)C)O